COC1(CN(CC1)C1=CC(=C(C=C1)NC=1C=CC2=C(OCC(N2)=O)C1)C)C(F)(F)F 7-((4-(3-methoxy-3-(trifluoromethyl)pyrrolidin-1-yl)-2-methylphenyl)amino)-2H-benzo[b][1,4]oxazin-3(4H)-one